N-[3-(2-chloro-5-fluorophenyl)-7-hydroxy-1-oxo-6-{[(trideuteriomethyl)amino]methyl}-2,3-dihydro-1H-isoindol-4-yl]-5-fluoro-3-(trifluoromethyl)benzamide ClC1=C(C=C(C=C1)F)C1NC(C2=C(C(=CC(=C12)NC(C1=CC(=CC(=C1)F)C(F)(F)F)=O)CNC([2H])([2H])[2H])O)=O